FC1=C(C=C(C=C1)C(F)(F)F)C1=C(N=C(C=2N1N=CC2)N2CCC1(CC2)[C@@H](C=2C(=NC=CC2)C1)N)C (5S)-1'-[7-[2-fluoro-5-(trifluoromethyl)phenyl]-6-methyl-pyrazolo[1,5-a]pyrazin-4-yl]spiro[5,7-dihydrocyclopenta[b]pyridine-6,4'-piperidine]-5-amine